1-naphthacene-nitrile C1(=CC=CC2=CC3=CC4=CC=CC=C4C=C3C=C12)C#N